(3-{2-[(3,5-dimethylphenyl)amino]pyrimidin-4-yl}-1-methyl-1H-pyrazol-5-yl)[(3R)-3-hydroxypyrrolidin-1-yl]methanone CC=1C=C(C=C(C1)C)NC1=NC=CC(=N1)C1=NN(C(=C1)C(=O)N1C[C@@H](CC1)O)C